tert-butyl 2-((2-(2,6-dioxopiperidin-3-yl)-1-oxoisoindolin-4-yl)oxy)-7-azaspiro[3.5]nonane-7-carboxylate O=C1NC(CCC1N1C(C2=CC=CC(=C2C1)OC1CC2(C1)CCN(CC2)C(=O)OC(C)(C)C)=O)=O